FC(S(=O)(=O)[O-])(F)F.ClC1=CC2=CC(=[N+]3C(=C2C=C1)C=CC=C3C3=CC=C(C=C3)OC)C3=CC=CC=C3 9-chloro-4-(4-methoxyphenyl)-6-phenylpyrido[2,1-a]isoquinolin-5-ium trifluoromethanesulfonate